C1(CC1)C=1C=C(C=C(C1)C1=NN=NN1)NC=1C(C(C1O)=O)=O 3-((3-cyclopropyl-5-(1H-tetrazol-5-yl)phenyl)amino)-4-hydroxycyclobut-3-ene-1,2-dione